3-(8-fluoroquinoxalin-5-yl)-5-methylcyclohexylamine FC=1C=CC(=C2N=CC=NC12)C1CC(CC(C1)C)N